[Cl-].C(CCC)N butylamine chloride salt